C(#N)C1=CC=C(CC[C@@]2(CN(CC2)CC2=NC=C(C=C2)C#N)C(=O)NC2(COC2)C(F)(F)F)C=C1 (R)-3-(4-cyanophenethyl)-1-((5-cyanopyridin-2-yl)methyl)-N-(3-(trifluoromethyl)oxetan-3-yl)pyrrolidine-3-carboxamide